CC(COC1=C(C=C(C=C1)NS(=O)(=O)CC)C=1C2=C(C(N(C1)C)=O)NC=C2)(C)C N-[4-(2,2-dimethylpropoxy)-3-(6-methyl-7-oxo-6,7-dihydro-1H-pyrrolo[2,3-c]pyridin-4-yl)phenyl]ethanesulfonamide